3,4-dihydroxypyridine OC=1C=NC=CC1O